C=C(C1=CC=CC=C1)S(=O)(=O)[O-].[Na+] sodium α-styrenesulfonate